OOC(CC=C=O)C1=CC=CC=C1 O-hydroxy-3-carbonyl-1-phenylpropanol